3-(2-((7,8-dichloro-4-(1H-imidazol-1-yl)quinolin-2-yl)oxy)ethoxy)propanoic acid ClC1=CC=C2C(=CC(=NC2=C1Cl)OCCOCCC(=O)O)N1C=NC=C1